OC=1C=C(C=CC1O)C(=O)N1CCN(CC1)C1=C(C=C(C=C1)C(CCC)O)F (3,4-dihydroxyphenyl)(4-(2-fluoro-4-(1-hydroxybutyl)phenyl)piperazin-1-yl)methanone